C1=CC=CC=2SC3=CC=CC=C3N(C12)CCCS(=O)(=O)O 3-(phenothiazin-10-yl)propane-1-sulfonic acid